3-(3-(4-(1,4-dimethyl-2-(4-(methylsulfonyl)phenyl)-1H-pyrrolo[3,2-c]pyridin-6-yl)-2-fluorophenyl)-3,8-diazabicyclo[3.2.1]oct-8-yl)propan-1-ol CN1C(=CC=2C(=NC(=CC21)C2=CC(=C(C=C2)N2CC1CCC(C2)N1CCCO)F)C)C1=CC=C(C=C1)S(=O)(=O)C